C(C)NC(=O)C1=NC(=NO1)C1=CC=C(C=C1)C ethyl-3-(p-tolyl)-1,2,4-oxadiazole-5-carboxamide